Natrium taurin NCCS(=O)(=O)O.[Na]